1-butoxy-2-methyl-3-propyl-5-nitrotetraline C(CCC)OC1C(C(CC2=C(C=CC=C12)[N+](=O)[O-])CCC)C